FC1=CC(=C(C(=C1)C(C)C)NC(=O)N=S(=O)(N)C=1SC(=CN1)C(C)(C)O)C(C)C N'-(4-fluoro-2,6-diisopropylphenylcarbamoyl)-5-(2-hydroxypropan-2-yl)thiazole-2-sulfonimidamide